C(C)NC(=O)[C@H]1O[C@H]([C@@H]([C@@H]1O)O)N1C2=NC(=NC(=C2N=C1)NC)C=1OC=CC1 (2S,3S,4R,5R)-N-ethyl-5-(2-(furan-2-yl)-6-(methylamino)-9H-purin-9-yl)-3,4-diHydroxytetrahydrofuran-2-carboxamide